BrC1=C(CC2=C(C=CC=C2)S(=O)(=O)C2=C(C=CC=C2)CC2=C(C=CC=C2)Br)C=CC=C1 2-bromobenzylphenylsulfone